FC1=CC=C2C=3C=CC(=CC3NC2=C1)CC(=O)NC1=CC=C(C=C1)C(C)(C)O 2-(7-fluoro-9H-carbazol-2-yl)-N-(4-(2-hydroxypropane-2-yl)phenyl)acetamide